(6-bromopyridin-2-yl)-6-isopropoxylimidazo[1,2-a]pyrazine BrC1=CC=CC(=N1)C=1N=C2N(C=C(N=C2)OC(C)C)C1